5-(2-methyl-1H-imidazol-4-yl)-2-naphthoic acid CC=1NC=C(N1)C1=C2C=CC(=CC2=CC=C1)C(=O)O